NC1=C(N=CC(=N1)N1CCC2(CC1)C(C1=CC(=CC=C1C2)SC)N)SC2=C(C(=NC=C2)N)Cl 1'-(6-amino-5-((2-amino-3-chloropyridin-4-yl)thio)pyrazin-2-yl)-6-(methylthio)-1,3-dihydrospiro[indene-2,4'-piperidin]-1-amine